tris(dibenzylidenacetone) palladium (0) [Pd].C(C1=CC=CC=C1)=CC(=O)C=CC1=CC=CC=C1.C(C1=CC=CC=C1)=CC(=O)C=CC1=CC=CC=C1.C(C1=CC=CC=C1)=CC(=O)C=CC1=CC=CC=C1